O=C1N(C2(CNC2)C(N(C1)C1=C(C=C(C#N)C=C1)F)=O)CC1=CC=C(C=C1)C(F)(F)F 4-(6,9-dioxo-5-[[4-(trifluoromethyl)phenyl]methyl]-2,5,8-triazaspiro[3.5]non-8-yl)-3-fluorobenzonitrile